S-(3-(diethylamino)-3-oxopropyl) O,O-di(isooctyl) phosphorodithioate P(OCCCCCC(C)C)(OCCCCCC(C)C)(=S)SCCC(=O)N(CC)CC